ClC=1C=C2C(=CNC2=CC1)CCOC=1C2=C(N=C(N1)C=1C(NC=CC1)=O)SC=N2 3-(7-(2-(5-chloro-1H-indol-3-yl)ethoxy)thiazolo[5,4-d]pyrimidin-5-yl)pyridin-2(1H)-one